Tris-aminomethane NC(N)N